P(=O)(O)(O)O[C@H]1[C@H]([C@@H](O[C@@H]1CO)N1C(=O)NC(=O)C(=C1)C)OC 2'-O-methyl-5-methyluridine-3'-phosphate